FC1=C(C(=C(C(=C1[B-](C1=C(C(=C(C(=C1F)F)F)F)F)(C1=C(C(=C(C(=C1F)F)F)F)F)C1=C(C(=C(C(=C1F)F)F)F)F)F)F)F)F.CO.CO.CO.CO.[Li+] lithium tetrakis(methanol) tetrakis(pentafluorophenyl)borate